C(CCC)NC(CCC(C)C1=C(C=C(C=C1)O)O)=O N-butyl-4-(2,4-dihydroxyphenyl)pentanamide